FC(C=1C=C(C(=C(C#N)C1)C)OC1=C(N=CN(C1=O)CC1=CN=C(NC1=O)C)C(C(F)F)(F)F)F 5-(difluoromethyl)-2-methyl-3-((1-((2-methyl-6-oxo-1,6-dihydropyrimidin-5-yl)methyl)-6-oxo-4-(1,1,2,2-tetrafluoroethyl)-1,6-dihydropyrimidin-5-yl)oxy)benzonitrile